ClC=1C=CC=C2C(=NC(N(C12)C#N)(C)C)C=1C=NC2=C(C=CC=C2C1)Cl 8-chloro-4-(8-chloroquinolin-3-yl)-2,2-dimethylquinazoline-1(2H)-carbonitrile